ClC1=CC(=CC=2CN(CCOC21)CC=2C=NC(NC2)=O)N2C=CC=1C2=NC=C(C1)F 5-[(9-chloro-7-{5-fluoropyrrolo[2,3-b]pyridin-1-yl}-3,5-dihydro-2H-1,4-benzoxazepin-4-yl)methyl]-1H-pyrimidin-2-one